C(C)(C)(C)OC(=O)N[C@H](C(=O)OC)[C@@H](C)OC=C methyl (2S,3R)-2-(tert-butoxycarbonylamino)-3-vinyloxy-butanoate